(S)-1-(4-((2-(2-aminopyrimidin-5-yl)-7-methyl-4-morpholinothieno[3,2-d]pyrimidin-6-yl)methyl)piperazin-1-yl)-2-hydroxypropan-1-one NC1=NC=C(C=N1)C=1N=C(C2=C(N1)C(=C(S2)CN2CCN(CC2)C([C@H](C)O)=O)C)N2CCOCC2